ClC1=C(C(=CC=C1)C1=C(C=CC(=C1)F)F)O chloro-2',5'-difluoro-[1,1'-biphenyl]-2-ol